OCCOCCNC(=O)C=1C(NC=CC1)=S N-[2-(2-hydroxyethoxy)ethyl]-2-thioxo-1,2-dihydropyridine-3-carboxamide